1-(3-((4-((2-methyl-1H-indol-5-yl)oxy)pyrimidin-2-yl)amino)phenyl)methanesulfonamide CC=1NC2=CC=C(C=C2C1)OC1=NC(=NC=C1)NC=1C=C(C=CC1)CS(=O)(=O)N